(E)-1,4-dimethyl-3-(p-tolyldiazenyl)-1H-indole CN1C=C(C2=C(C=CC=C12)C)\N=N\C1=CC=C(C=C1)C